(±)-rel-(1S,3S)-1-(4-Bromophenyl)-8-(4-methoxybenzyl)-8-azabicyclo[3.2.1]octan-3-ol BrC1=CC=C(C=C1)[C@@]12C[C@H](C[C@@H](CC1)N2CC2=CC=C(C=C2)OC)O |o1:7,9,&1:11|